(R)-ethyl 2-phenylpent-4-enoate C1(=CC=CC=C1)[C@H](C(=O)OCC)CC=C